8-(4-Cyclopropyl-2-fluorophenyl)-9-(4-((1-(3-fluoropropyl)azetidin-3-yliden)methyl)phenyl)-6,7-dihydro-5H-benzo[7]annulen C1(CC1)C1=CC(=C(C=C1)C=1CCCC2=C(C1C1=CC=C(C=C1)C=C1CN(C1)CCCF)C=CC=C2)F